N-(1-(2-(methyl-(2-(p-tolyloxy)ethyl)amino)-2-oxoethyl)-1H-pyrazol-4-yl)-3-((5-(5-methyloxazol-2-yl)pyrimidin-2-yl)amino)propanamide CN(C(CN1N=CC(=C1)NC(CCNC1=NC=C(C=N1)C=1OC(=CN1)C)=O)=O)CCOC1=CC=C(C=C1)C